iron bis[2-(diphenylphosphino)-2,4-cyclopentadien-1-ide] C1(=CC=CC=C1)P(C=1[CH-]C=CC1)C1=CC=CC=C1.C1(=CC=CC=C1)P(C=1[CH-]C=CC1)C1=CC=CC=C1.[Fe+2]